COCC1=C(OC2=C1C=CC=C2)C(=O)C=2SC=CC2 (3-(methoxymethyl)benzofuran-2-yl)(thiophen-2-yl)methanone